BrC1=C(C=NN1C)OC[C@@H]1N(CC1)C(=O)OC(C)(C)C (R)-tert-butyl 2-(((5-bromo-1-methyl-1H-pyrazol-4-yl)oxy)methyl)azetidine-1-carboxylate